FC1=CC2=C(C(C3(CCNCC3)O2)N)C=C1 6-fluoro-3H-spiro[benzofuran-2,4'-piperidin]-3-amine